7-[(2R,4S)-2-(1-cyclopropyl-6-keto-3-pyridyl)tetrahydropyran-4-yl]-9-(4,4-difluorocyclohexyl)-2,3-dimethyl-pyrimido[1,2-b]pyridazin-4-one C1(CC1)N1C=C(C=CC1=O)[C@@H]1OCC[C@@H](C1)C=1C=C(C=2N(N1)C(C(=C(N2)C)C)=O)C2CCC(CC2)(F)F